4,4-difluoro-2-(4-fluorophenyl)-N-{4-[3'-(4-fluorophenyl)-5'-methyl-4'-oxo-1',4',5',7'-tetrahydro-spiro[cyclopropane-1,6'-pyrrolo[3,2-c]pyridin]-2'-yl]pyridin-2-yl}butanamide FC(CC(C(=O)NC1=NC=CC(=C1)C1=C(C=2C(N(C3(CC2N1)CC3)C)=O)C3=CC=C(C=C3)F)C3=CC=C(C=C3)F)F